1-(9Z-nonadecenoyl)-2-(5Z,8Z,11Z,14Z-eicosatetraenoyl)-glycero-3-phospho-(1'-sn-glycerol) CCCCCCCCC/C=C\CCCCCCCC(=O)OC[C@H](COP(=O)(O)OC[C@H](CO)O)OC(=O)CCC/C=C\C/C=C\C/C=C\C/C=C\CCCCC